3-[[4-[3-(tert-Butoxycarbonylamino)-1-(4-tert-butylphenyl)propyl]-6-(2,6-dimethylphenyl)pyrimidin-2-yl]-(methoxymethyl)sulfamoyl]benzoic acid C(C)(C)(C)OC(=O)NCCC(C1=CC=C(C=C1)C(C)(C)C)C1=NC(=NC(=C1)C1=C(C=CC=C1C)C)N(S(=O)(=O)C=1C=C(C(=O)O)C=CC1)COC